CN(C(=O)NC=1C=NC=C(C1)C(F)(F)F)C1CC2(CN(C2)C(=O)C=2C=NN3C2C=CC(=C3)C3=CC(=NO3)C)C1 1-methyl-1-(2-(6-(3-methylisoxazol-5-yl)pyrazolo[1,5-a]pyridine-3-carbonyl)-2-azaspiro[3.3]heptan-6-yl)-3-(5-(trifluoromethyl)pyridin-3-yl)urea